4-Chloro-N-{[2,2-dimethyl-1-(3-methylbutanoyl)-1,2,3,4-tetrahydrochinolin-6-yl]methyl}benzamid ClC1=CC=C(C(=O)NCC=2C=C3CCC(N(C3=CC2)C(CC(C)C)=O)(C)C)C=C1